2,5-diethylpiperazin C(C)C1NCC(NC1)CC